BrC1=NN(C(=C1)C(=O)OC)CCCC(=O)OCC Methyl 3-bromo-1-(4-ethoxy-4-oxobutyl)-1H-pyrazole-5-carboxylate